FC=1C=CC(=C(C1)CN)C (5-Fluoro-2-methylphenyl)methanamine